C1(CC1)S(=O)(=O)N1N=CC(=C1)C1=NC=CC(=N1)NC1=NC=C(C(=C1)NC1CCC2(CNC2)CC1)C1=NN(C=C1)C(F)F N2-(2-(1-(Cyclopropylsulfonyl)-1H-pyrazol-4-yl)pyrimidin-4-yl)-5-(1-(difluoromethyl)-1H-pyrazol-3-yl)-N4-(2-azaspiro[3.5]nonan-7-yl)pyridine-2,4-diamine